C12(CC(C1)C2)N2N=NC(=C2)[C@H](C=2C(=NC(=CC2)F)C)NC2=CC1=C(N=CN=C1NCC(C)(C)C)C(=N2)C#N (S)-6-{{[1-(bicyclo[1.1.1]pentane-1-yl)-1H-1,2,3-triazol-4-yl](6-fluoro-2-methylpyridin-3-yl)methyl}amino}-4-(neopentylamino)pyrido[3,4-d]pyrimidine-8-carbonitrile